ClC=1C(=CC(=C(C1)S(=O)(=O)N(C=1SC=CN1)CC1=C(C=C(C=C1)OC)OC)F)NC1(CC1)C1=C(C=CC=C1)F 5-chloro-N-(2,4-dimethoxybenzyl)-2-fluoro-4-((1-(2-fluorophenyl)cyclopropyl)amino)-N-(thiazol-2-yl)benzenesulfonamide